BrC1=NC=CN=C1C(C1=CC=C(C=C1)C(F)(F)F)=O 2-bromo-3-[4-(trifluoromethyl)benzoyl]pyrazine